2-(5,6-difluoro-2-((4-fluorobenzyl)thio)-4H-imidazo[4,5-b]pyridin-4-yl)-N-(o-tolyl)butanamide FC1=C(C=C2C(N1C(C(=O)NC1=C(C=CC=C1)C)CC)=NC(=N2)SCC2=CC=C(C=C2)F)F